C1(=CC=CC=C1)N(C(CN)C)C1=CC=CC=C1 diphenyl-propylene-diamine